ClC1=NS(C2=C(N1)C(=CC=C2)NCC2=C(C=CC=C2)Cl)(=O)=O 3-chloro-5-((2-chlorobenzyl)amino)-4H-benzo[e][1,2,4]thiadiazine 1,1-dioxide